1-(2-((5-bromo-2-chloropyrimidin-4-yl)amino)phenyl)phospholane 1-oxide BrC=1C(=NC(=NC1)Cl)NC1=C(C=CC=C1)P1(CCCC1)=O